CC1C(N(C(N1C)(C=1NC=CN1)C)C)(C)C hexamethylbiimidazole